Di-tert-butyl (3-fluoro-4-((4-fluorobenzyl)(prop-2-yn-1-yl)amino)-1,2-phenylene)dicarbamate FC=1C(=C(C=CC1N(CC#C)CC1=CC=C(C=C1)F)NC(OC(C)(C)C)=O)NC(OC(C)(C)C)=O